3-aminosulfonyl-5-butylamino-4-phenoxybenzoate NS(=O)(=O)C=1C=C(C(=O)[O-])C=C(C1OC1=CC=CC=C1)NCCCC